N-(5-(furan-2-yl)-1,3,4-thiadiazol-2-yl)-1-ethyl-4-hydroxy-2-quinolone-3-carboxamide O1C(=CC=C1)C1=NN=C(S1)NC(=O)C=1C(N(C2=CC=CC=C2C1O)CC)=O